CN1N=NC2=C1C=CC(=C2C)C(C(C(=O)OC)(C)C)C2=CC(=C(C=C2)C)CN2C[C@H](OC1=C(C2)C=C2CCCCC2=C1)CC methyl 3-(1,4-dimethyl-1H-benzo[d][1,2,3]triazol-5-yl)-3-(3-(((R)-2-ethyl-2,3,7,8,9,10-hexahydronaphtho[2,3-f][1,4]oxazepin-4(5H)-yl)methyl)-4-methylphenyl)-2,2-dimethylpropanoate